propylene glycol isohexyl methyl ether COC(COCCCC(C)C)C